isopentenyl-pyrophosphate C(CC(=C)C)OP([O-])(=O)OP(=O)([O-])[O-]